OCC1CC(C1)N1N=C2C=C(C(=CC2=C1)NC(=O)C1=NC(=CC=C1)C(F)(F)F)OC N-[2-[3-(hydroxymethyl)cyclobutyl]-6-methoxy-indazol-5-yl]-6-(trifluoromethyl)pyridine-2-carboxamide